FC(C(C)OC1CNC1)(F)F 3-((1,1,1-trifluoropropan-2-yl)oxy)azetidin